ClC1=C(C#N)C=CC(=C1)N1CC2(CC1C)CCN(CC2)C2=CC=C(C=C2)C(=O)N2CCC(CC2)CN2CCN(CC2)C2=CC(=CC=C2)NC2C(NC(CC2)=O)=O 2-Chloro-4-(8-(4-(4-((4-(3-((2,6-dioxopiperidin-3-yl)amino)phenyl)piperazin-1-yl)methyl)piperidine-1-carbonyl)phenyl)-3-methyl-2,8-diazaspiro[4.5]decan-2-yl)benzonitrile